FC1=C(C(=CC=C1)C)N1CCC(CC1)N1C(N(C=2C(C1)=NN(C2)C)CC2=C(C=CC=C2)C(C)C)=O 6-[1-(2-Fluoro-6-methyl-phenyl)-piperidin-4-yl]-4-(2-isopropyl-benzyl)-2-methyl-2,4,6,7-tetrahydro-pyrazolo[4,3-d]pyrimidin-5-on